Cl.FC=1C=CC=C2CCO[C@H](C12)CNC (R)-1-(8-fluoroisochroman-1-yl)-N-methylmethanamine hydrochloric acid salt